(E)-3-(2-hydroxy-4-nitrophenyl)-1-phenyl-2-propen-1-one OC1=C(C=CC(=C1)[N+](=O)[O-])/C=C/C(=O)C1=CC=CC=C1